O1N=C(C=C1)NC=1N=CC2=C(N1)N1C(C(=C2)C=2C=C(C=CC2C)NC(=O)C2=NC=CC(=C2)C(F)(F)F)=NCC1 N-(3-(2-(isoxazol-3-ylamino)-8,9-dihydroimidazo[1',2':1,6]pyrido[2,3-d]pyrimidin-6-yl)-4-methylphenyl)-4-(trifluoromethyl)pyridineamide